N-(3-imino-3-((2-thiomorpholinoethyl)amino)propyl)-1-methyl-4-(1-methyl-4-nitro-1H-pyrrole-2-carboxamido)-1H-pyrrole-2-carboxamide N=C(CCNC(=O)C=1N(C=C(C1)NC(=O)C=1N(C=C(C1)[N+](=O)[O-])C)C)NCCN1CCSCC1